BrC=1C=C(C(=NC1)CC=1OC=CN1)F 2-((5-bromo-3-fluoropyridin-2-yl)methyl)oxazole